6-phenethyl-9-thioxo-8,9-dihydropyrido[3,2-e][1,2,4]triazolo[4,3-a]pyrimidin-5(6H)-one C(CC1=CC=CC=C1)N1C=2N(C3=C(C1=O)C=CC=N3)C(NN2)=S